N-phenyl-dimethylaniline C1(=CC=CC=C1)N(C1=C(C=CC=C1)C)C